BrC1=C2C(N(C(C2=CC=C1CN(C)C1CCN(CC1)C1=CC=C(C=C1)[C@H]1[C@H](COC2=CC(=CC=C12)O)C1=CC=CC=C1)=O)C1C(NC(CC1)=O)=O)=O 4-bromo-2-(2,6-dioxopiperidin-3-yl)-5-(((1-(4-((3S,4R)-7-hydroxy-3-phenylchroman-4-yl)phenyl)piperidin-4-yl)(methyl)amino)methyl)isoindoline-1,3-dione